N-Methyl-N-phenylmethacrylamide CN(C(C(=C)C)=O)C1=CC=CC=C1